BrC1=CC=C2C=CNC(C2=C1F)=O 7-Bromo-8-fluoroisoquinolin-1(2H)-one